O(C1=CC=CC=C1)C1C(=C(C(O1)=O)Cl)Cl 5-phenoxy-3,4-dichloro-2(5H)furanone